C1(CC1)NC[C@H]1CN(C[C@H]1F)C1=C(C=C2C(C(=CN(C2=C1OC)CCF)C(=O)O)=O)F 7-[(3S,4s)-3-{(cyclopropylamino)methyl}-4-fluoropyrrolidin-1-yl]-6-fluoro-1-(2-fluoroethyl)-8-methoxy-4-oxo-1,4-dihydroquinoline-3-carboxylic acid